C(C)(C)(C)C1=CC(=NC=C1)N1C2=CC=CC=C2C=2C=CC(=CC12)OC1=CC(=CC=C1)I 9-(4-(tert-butyl)pyridin-2-yl)-2-(3-iodophenoxy)-9H-carbazole